tert-butyl 6-[(5-bromo-1-oxo-2,7-naphthyridin-2-yl)methyl]-2-[[tert-butoxycarbonyl(cyclobutylmethyl)amino]methyl]indole-1-carboxylate BrC1=C2C=CN(C(C2=CN=C1)=O)CC1=CC=C2C=C(N(C2=C1)C(=O)OC(C)(C)C)CN(CC1CCC1)C(=O)OC(C)(C)C